COC[C@H]1NC2=CC=CC=C2C1 (S)-2-(methoxymethyl)indoline